C(C)(C)N1C2=NC(=NC(=C2N=C1)NC1=CC(=NC=C1)C(F)(F)F)C1=NC(=CC=C1)C(F)(F)F 9-isopropyl-2-(6-(trifluoromethyl)pyridin-2-yl)-N-(2-(trifluoromethyl)pyridin-4-yl)-9H-purine-6-amine